FC1=CC=C(OC[C@@H]2N(C3CC(C2)C3)C(=O)C3=C(C=CC(=C3)C)C3=NC=CC=N3)C=C1 (3R)-3-(4-fluorophenoxymethyl)-2-{[5-methyl-2-(pyrimidin-2-yl)phenyl]carbonyl}-2-azabicyclo[3.1.1]heptane